5-(3-iodophenyl)-3-nitro-1H-pyrazolo[4,3-b]pyridine IC=1C=C(C=CC1)C1=CC=C2C(=N1)C(=NN2)[N+](=O)[O-]